C(C)(=O)O.C(C)(=O)O.C(C)(=O)O.C(C)(=O)O.C([C@H](C)N)N (S)-1,2-propanediamine tetraacetate